7-[3-(2-aminoethyl)indolin-1-yl]-N-(3-methoxypropyl)thiazolo[5,4-d]pyrimidine-2-carboxamide NCCC1CN(C2=CC=CC=C12)C=1C2=C(N=CN1)SC(=N2)C(=O)NCCCOC